OCC[N+](C)(C)C.[Pb+2] lead choline